6-((1R,3r,5S,6r)-6-(1-isopropyl-3-(5-(trifluoromethyl)pyridin-3-yl)-1H-pyrazol-5-yl)bicyclo[3.1.0]hexan-3-yl)-2-thia-6-azaspiro[3.4]octane 2,2-dioxide C(C)(C)N1N=C(C=C1C1[C@H]2CC(C[C@@H]12)N1CC2(CS(C2)(=O)=O)CC1)C=1C=NC=C(C1)C(F)(F)F